5-(thiazol-2-yl)-1,2,6-thiadiazinane-3-carboxamide 1,1-dioxide S1C(=NC=C1)C1CC(NS(N1)(=O)=O)C(=O)N